nickel-chromium iron water O.[Fe].[Cr].[Ni]